C(CCCCCCC)OC=1C=C(C=O)C=C(C1)OCCCCCCCC 3,5-dioctyloxybenzaldehyde